glycerol tricaprylate C(CCCCCCC)(=O)OCC(OC(CCCCCCC)=O)COC(CCCCCCC)=O